BrC1=CC=C(C=N1)OCCCN1CCOCC1 4-(3-((6-bromopyridin-3-yl)oxy)propyl)morpholine